(RS)-5-(Butyl)-1-cyclopropyl-9-methoxy-8-(3-methoxypropoxy)-2-oxo-1,5-dihydro-2H-chromeno[4,3-b]pyridine-3-carboxylic acid C(CCC)[C@H]1OC=2C=C(C(=CC2C=2N(C(C(=CC21)C(=O)O)=O)C2CC2)OC)OCCCOC |r|